(S)-3-(hydroxymethyl)-2,3-dihydrobenzo[b][1,4]dioxin-6-carbaldehyde OC[C@@H]1OC2=C(OC1)C=CC(=C2)C=O